distyryl-benzimidazole C(=CC1=CC=CC=C1)C1=CC=CC=2N=C(NC21)C=CC2=CC=CC=C2